COC(COC=1C=CC(=C(C1)NCCC(=O)O)C)=O 3-((5-(2-methoxy-2-oxoethoxy)-2-methylphenyl)amino)propanoic Acid